3-((4,5-dihydro-1H-imidazol-2-yl)methyl)-1-(1-(cis-4-isopropylcyclohexyl)piperidin-4-yl)-1H-indole N1C(=NCC1)CC1=CN(C2=CC=CC=C12)C1CCN(CC1)[C@@H]1CC[C@@H](CC1)C(C)C